COC1=C(C=CC=C1)NC=1SC2=C(N1)CC[C@@]1([C@H]3CC[C@]4([C@H]([C@@H]3CC=C12)CC[C@@H]4O)C)C (5aR,5bS,7aS,8S,10aS,10bR)-2-((2-methoxyphenyl)amino)-5a,7a-dimethyl-5,5a,5b,6,7,7a,8,9,10,10a,10b,11-dodecahydro-4H-cyclopenta[7,8]phenanthro[2,1-d]thiazol-8-ol